methyl 2-chloro-4,6-dimethylpyrimidine-5-carboxylate ClC1=NC(=C(C(=N1)C)C(=O)OC)C